N1=CC(=CC=C1)C1=C(C=CC=C1)N1C(N=CC(=C1)C1=C(C=CC=C1)C=1C=NC=CC1)C 3,5-bis(3-pyridylphenyl)-2-methylpyrimidine